CC1(OB(OC1(C)C)C=1C=C(CN2C3COCC2CC3)C=CC1)C 8-[3-(4,4,5,5-tetramethyl-1,3,2-dioxaborolane-2-yl)benzyl]-3-oxa-8-azabicyclo[3.2.1]octane